BrC=1C(=C2C(=NC1)N=C(N2)C2=C(N(C(=C2)C)C2=C(C=C(C=C2)C(C(=O)N)N(C)C)C)C)N[C@@H]2CN(CC2)S(=O)(=O)CC (4-(3-(6-bromo-7-(((S)-1-(ethylsulfonyl)pyrrolidin-3-yl)amino)-1H-imidazo[4,5-b]pyridin-2-yl)-2,5-dimethyl-1H-pyrrol-1-yl)-3-methylphenyl)-2-(dimethylamino)acetamide